OC[C@@H](CC(C)C)NC1=NC(=NC(=N1)CC(C)C1=C2C=CC=NC2=C(C=C1)OC)NS(=O)(=O)C N-(4-(((R)-1-Hydroxy-4-methylpentan-2-yl)amino)-6-(2-(8-methoxyquinolin-5-yl)propyl)-1,3,5-triazin-2-yl)methanesulfonamide